5-cyclopropyl-6-methoxypyridine-3-carbaldehyde C1(CC1)C=1C=C(C=NC1OC)C=O